(5-(2-cyano-2-methylpropoxy)-2-(difluoromethoxy)pyridin-4-yl)boronic acid C(#N)C(COC=1C(=CC(=NC1)OC(F)F)B(O)O)(C)C